ClC1=C(C=C(C(=C1)F)C1=NN(C(=C1Cl)C(F)(F)F)C)NC(C(F)(F)F)=O N-[2-chloro-5-[4-chloro-1-methyl-5-(trifluoromethyl)-1H-pyrazol-3-yl]-4-fluorophenyl]-2,2,2-trifluoroacetamide